(S)-N-(5-(tert-butyl)-1H-pyrazol-3-yl)-2-(1-(3-chlorophenyl)-1H-pyrazol-3-yl)propanamide C(C)(C)(C)C1=CC(=NN1)NC([C@@H](C)C1=NN(C=C1)C1=CC(=CC=C1)Cl)=O